C(OC1=CC(C)=CC=C1C(C)C)(OC(C)C)=O Thymyl isopropyl carbonate